(R)-2-((2-chloro-5-cyano-3-(2-methyl-piperazin-1-yl)phenyl)amino)-4-(cyclopropylamino)pyrazolo[1,5-a][1,3,5]triazine-8-carbonitrile ClC1=C(C=C(C=C1N1[C@@H](CNCC1)C)C#N)NC1=NC=2N(C(=N1)NC1CC1)N=CC2C#N